N-(4-(4-(3-(3-(3-chloro-4-fluorophenyl)ureido)phenyl)-2-(methylthio)-1-((2-(trimethylsilyl)ethoxy)methyl)-1H-imidazol-5-yl)pyridin-2-yl)acetamide ClC=1C=C(C=CC1F)NC(NC=1C=C(C=CC1)C=1N=C(N(C1C1=CC(=NC=C1)NC(C)=O)COCC[Si](C)(C)C)SC)=O